CC1=CC(=CC2=C1N=COC2=O)C#N 8-methyl-4-oxo-4H-benzo[d][1,3]oxazine-6-carbonitrile